BrC1=NN(C(=C1)C1CC(CC1)O)COCC[Si](C)(C)C 3-(3-bromo-1-((2-(trimethylsilyl)ethoxy)methyl)-1H-pyrazol-5-yl)cyclopentanol